6-[1-(2-fluoro-6-methyl-phenyl)-piperidin-4-yl]-2-methyl-4-(2-trifluoromethyl-benzyl)-2,4,6,7-tetrahydro-pyrazolo[4,3-d]pyrimidin-5-one FC1=C(C(=CC=C1)C)N1CCC(CC1)N1C(N(C=2C(C1)=NN(C2)C)CC2=C(C=CC=C2)C(F)(F)F)=O